N-(4-(2-2H-1,2,3-triazolyl)butyl)-3-(3-ethyl-5-(4-fluorophenyl)-1-1H-1,2,4-triazolyl)benzamide N=1N(N=CC1)CCCCNC(C1=CC(=CC=C1)N1N=C(N=C1C1=CC=C(C=C1)F)CC)=O